difluoro-[1,2,4]triazolo[1,5-c]quinazolin FC1=NC=2C=CC=CC2C=2N1N=C(N2)F